C1(=NCCC12CCNCC2)N 2,8-diazaspiro[4.5]dec-1-en-1-amine